C(CCCCC)(=O)[O-].[Sn+4].C(CCCCC)(=O)[O-].C(CCCCC)(=O)[O-].C(CCCCC)(=O)[O-] Tin hexanoate